2-[(2S,5R)-5-methyl-2-(2-naphthyl)-1-piperidyl]-N-(m-tolyl)-2-oxo-acetamide C[C@@H]1CC[C@H](N(C1)C(C(=O)NC=1C=C(C=CC1)C)=O)C1=CC2=CC=CC=C2C=C1